2-(6-Chloro-benzothiazol-2-ylamino)-1-methyl-1H-benzoimidazole-5-carboxylic acid ((R)-1-methyl-2-morpholin-4-yl-2-oxo-ethyl)-amide C[C@H](C(=O)N1CCOCC1)NC(=O)C1=CC2=C(N(C(=N2)NC=2SC3=C(N2)C=CC(=C3)Cl)C)C=C1